4-Bromo-2-methyl-2H-1,2,3-triazole-5-d BrC1=NN(N=C1[2H])C